FC1=C(C(=C(C(=C1[B-](C1=C(C(=C(C(=C1F)F)F)F)F)(C1=C(C(=C(C(=C1F)F)F)F)F)C1=C(C(=C(C(=C1F)F)F)F)F)F)F)F)F.C1(=CC=CC=C1)[S+](C1=CC=C(C=C1)SC1=CC=CC=C1)C1=CC=CC=C1 diphenyl-4-(phenylthio)phenyl-sulfonium tetrakis(pentafluorophenyl)borate